4-(6-(3,6-diazabicyclo[3.1.1]heptan-3-yl)pyridin-3-yl)-6-(3-hydroxy-3-methylbutyl)pyrazolo[1,5-a]pyridine-3-carbonitrile hydrogen chloride Cl.C12CN(CC(N1)C2)C2=CC=C(C=N2)C=2C=1N(C=C(C2)CCC(C)(C)O)N=CC1C#N